ClC1=CC=C2C(=CC=NC2=C1)N1CCN(CC1)C(=O)C1CN(CCC1)C(=O)C1CCCCC1 (4-(7-chloroquinolin-4-yl)piperazin-1-yl)(1-(cyclohexylcarbonyl)piperidin-3-yl)methanone